5-({[5-(cyclopropylethynyl)pyridin-3-yl]Amino}methyl)-N-[(1S,2S)-2-hydroxycyclohexyl]-6-methylpyridine-3-carboxamide C1(CC1)C#CC=1C=C(C=NC1)NCC=1C=C(C=NC1C)C(=O)N[C@@H]1[C@H](CCCC1)O